2-[difluoro(undecyl)methyl]-1,1,2,3,3,4,4,4a,5,5,6,6,7,7,8,8,8a-heptadecafluorodecaline FC(C1(C(C2(C(C(C(C(C2(C(C1(F)F)(F)F)F)(F)F)(F)F)(F)F)(F)F)F)(F)F)F)(CCCCCCCCCCC)F